C1(C(C=CC=C1)C)(C)C(=O)[C@@](C(=O)O)(O)[C@@H](O)C(=O)O (-)-xylenoyl-L-tartaric acid